C(=C)C1=C(C#N)C=C(C=C1)C=C 2,5-diethenylbenzonitrile